ClC1=CC=2C(OCC3=CC=C(C=C3C3=C(C=C(C(NS(C(=C1O)C2)(=O)=O)=C3)F)F)C#N)=O 13-chloro-19,21-difluoro-14-hydroxy-10,16,16-trioxo-9-oxa-16λ6-thia-17-azatetracyclo[16.3.1.111,15.02,7]tricosan-1(21),2,4,6,11(23),12,14,18(22),19-nonaene-4-carbonitrile